C(C)C1CCC(CC1)C1=CC=C(C=C1)B(O)O (4-((1r,4r)-4-ethylcyclohexyl)phenyl)boronic acid